O[C@H](C)C1=NC=2C(=C3C(=NC2)N(C=C3)S(=O)(=O)C3=CC=CC=C3)N1C1CN(CC1)[C@H](C#N)C (S)-3-(2-((R)-1-hydroxyethyl)-6-(benzenesulfonyl)imidazo[4,5-d]Pyrrolo[2,3-b]Pyridin-1(6H)-yl)pyrrolidin-1-ylpropanenitrile